FC(C(O)C1=CNC2=CC=C(C=C12)C(C)=O)F 1-(3-(2,2-difluoro-1-hydroxyethyl)-1H-indol-5-yl)ethan-1-one